tert-butyl ((5-(1-hydroxyethyl)thiophen-2-yl)methyl)carbamate OC(C)C1=CC=C(S1)CNC(OC(C)(C)C)=O